P(=O)(O)(O)O.F[C@@H]1[C@@H](O[C@@H]([C@H]1O)CO)N1C(=O)NC(=O)C(=C1)C 1-(2-deoxy-2-fluoro-beta-D-arabinofuranosyl)5-methyluracil monophosphate